bis(4-naphthalen-1-yl-phenyl)-(3',5'-diphenyl-1,1':2',1''-terphenyl-3''-yl)-amine C1(=CC=CC2=CC=CC=C12)C1=CC=C(C=C1)N(C=1C=C(C=CC1)C=1C(=CC(=CC1C1=CC=CC=C1)C1=CC=CC=C1)C1=CC=CC=C1)C1=CC=C(C=C1)C1=CC=CC2=CC=CC=C12